N-((5-chloro-6-(oxazol-4-ylmethoxy)-1H-indol-2-yl)methyl)cyclopropanecarboxamide ClC=1C=C2C=C(NC2=CC1OCC=1N=COC1)CNC(=O)C1CC1